FC1=C2CN(C(C2=CC(=C1)CNCCOC)=O)C1=CC(=CC(=N1)NCCCC#N)C1=C(C=CC(=C1)C(F)(F)F)C1=NN=CN1C 4-((6-(4-fluoro-6-(((2-methoxyethyl)amino)methyl)-1-oxoisoindolin-2-yl)-4-(2-(4-methyl-4H-1,2,4-triazol-3-yl)-5-(trifluoromethyl)phenyl)pyridin-2-yl)amino)butanenitrile